4-bromo-5-methyl-1H-pyrazolo[3,4-b]pyridine BrC1=C2C(=NC=C1C)NN=C2